ClC1=CC(=C(OC2=CC=C(C=C2)C2CCCN3C2=NS(CC3)(=O)=O)C=C1)C(F)(F)F 9-{4-[4-chloro-2-(trifluoromethyl)phenoxy]phenyl}-3,4,6,7,8,9-hexahydropyrido[2,1-c][1,2,4]thiadiazine 2,2-dioxide